N-{[4-(7-bromoimidazo[1,2-a]pyridin-2-yl)bicyclo[2.2.2]octan-1-yl]methyl}-2,3,5-trifluoro-4-[(4-methoxyphenyl)methoxy]benzamide BrC1=CC=2N(C=C1)C=C(N2)C21CCC(CC2)(CC1)CNC(C1=C(C(=C(C(=C1)F)OCC1=CC=C(C=C1)OC)F)F)=O